S(=O)(=O)(O)C(C(=O)OCCCCCC(C)C)CC(=O)[O-].[K+] potassium isooctyl sulfosuccinate